4-(4-hydroxycyclohexyl)phenol OC1CCC(CC1)C1=CC=C(C=C1)O